[4-[1-(tert-butoxycarbonylamino)-1-methyl-ethyl]phenyl]boronic acid C(C)(C)(C)OC(=O)NC(C)(C)C1=CC=C(C=C1)B(O)O